C(#N)CC1=CC(=C(C=C1F)NS(=O)(=O)C1=CN=C2N1C=CC(=N2)OC)F N-[4-(cyanomethyl)-2,5-difluoro-phenyl]-7-methoxy-imidazo[1,2-a]pyrimidine-3-sulfonamide